2-(2-hydroxyethyl)benzimidazole OCCC=1NC2=C(N1)C=CC=C2